3,3'-disulfanediylbis(butan-2-one) S(SC(C(C)=O)C)C(C(C)=O)C